2,2,6,6-Tetramethyl-4-(5-(dimethylamino)naphthalene-1-sulfonylamino)piperidin CC1(NC(CC(C1)NS(=O)(=O)C1=CC=CC2=C(C=CC=C12)N(C)C)(C)C)C